FCC[C@H]1N2CC(C[C@@H]2CC1)=C (5s,7as)-5-(2-fluoroethyl)-2-methylenetetrahydro-1H-pyrrolizin